methylene-bis-benzotriazol C(C1=CC=CC=2NN=NC21)C2=CC=CC=1NN=NC12